CC1=NNC(=C1C1=NC(=C2N=CN(C2=N1)[C@H]1[C@@H]([C@@H]([C@H](O1)C(=O)NCC)O)O)NC)C (2s,3s,4r,5r)-5-(2-(3,5-dimethyl-1H-pyrazol-4-yl)-6-(methylamino)-9H-purin-9-yl)-N-ethyl-3,4-dihydroxytetrahydrofuran-2-carboxamide